CC1=C(C=CC(=C1)C)S(=O)(=O)O[C@H]1OC(CC1)=O (R)-(5-oxotetrahydrofuran-2-yl) methyl-4-methylbenzenesulfonate